C1(CC1)C1CN(CC1)C(=O)C1=CC(=NN1)C1=CN=NC=C1 (3-cyclopropylpyrrolidin-1-yl)-(3-pyridazin-4-yl-1H-pyrazol-5-yl)methanone